C(C)(=O)C(C(=O)[O-])CC=C 2-acetyl-4-pentenoate